((R)-6-(2-Chloro-3-fluorophenyl)-5-azaspiro[2.4]heptan-5-yl)-N-((R,E)-4-(methylsulfonyl)but-3-en-2-yl)pyrimidine-2-carboxamide ClC1=C(C=CC=C1F)[C@@H]1N(CC2(CC2)C1)C1=NC(=NC=C1)C(=O)N[C@H](C)\C=C\S(=O)(=O)C